[1,2,3]Triazole-5-carbonyl chloride N1N=NC=C1C(=O)Cl